undecyl-phosphoglucose C(CCCCCCCCCC)C(=O)[C@H](OP(=O)(O)O)[C@@H](O)[C@H](O)[C@H](O)CO